2-chloro-3,5-dimethyl-6-((1-methylpiperidin-4-yl)oxy)pyrazine ClC1=NC(=C(N=C1C)C)OC1CCN(CC1)C